4-(2,3-dihydro-1,4-benzodioxin-6-yl)-3-methylpyridine-2-carbaldehyde O1CCOC2=C1C=CC(=C2)C2=C(C(=NC=C2)C=O)C